S-[2-[(4-chlorophenyl)(1-methylethyl)amino]-2-oxoethyl] O,O-dimethyl phosphorodithioate P(OC)(OC)(=S)SCC(=O)N(C(C)C)C1=CC=C(C=C1)Cl